6-fluoro-4-methoxy-5-(trifluoromethyl)-2-(1-triphenylmethyl-1H-imidazol-4-yl)pyrimidine FC1=C(C(=NC(=N1)C=1N=CN(C1)C(C1=CC=CC=C1)(C1=CC=CC=C1)C1=CC=CC=C1)OC)C(F)(F)F